C(C)(=O)C1=C([O-])C=CC=C1 2-acetylphenoxide